3-((13S,15S,Z)-4-fluoro-16-(hydroxymethylene)-13-methyl-17-oxo-7,8,9,11,12,13,14,15,16,17-decahydro-6H-cyclopenta[a]phenanthren-15-yl)-N-(pyridin-2-yl)propanamide FC1=CC=CC=2C3CC[C@@]4(C(\C(\[C@H](C4C3CCC12)CCC(=O)NC1=NC=CC=C1)=C/O)=O)C